1-(3'-hydroxypropyl)-3-butylimidazole tetrafluoroborate F[B-](F)(F)F.OCCCN1CN(C=C1)CCCC